NC=1C=2N(C3=CC(=C(C=C3N1)F)C(=O)N([C@@H]1CCC3=NC(=CC=C31)C(F)(F)F)C)C=NC2 (R)-4-amino-7-fluoro-N-methyl-N-(2-(trifluoromethyl)-6,7-dihydro-5H-cyclopenta[b]pyridin-5-yl)imidazo[1,5-a]quinoxaline-8-carboxamide